C(C1CO1)OCCC[Si](OCC)(OCC)OCC 3-Glycidoxypropyltriethoxysilan